C(CCC)OC(=O)[N-]S(=O)(=O)C1=C(C=C(C=C1)CCC)C1=CC=C(C=C1)CN1C(=NC=C1)C(C)(C)O.[K+] Potassium (butoxycarbonyl)((4'-((2-(2-hydroxypropan-2-yl)-1H-imidazol-1-yl)methyl)-5-propyl-[1,1'-biphenyl]-2-yl)sulfonyl)amide